1-[4-[1-[6-(5-cyclopropyl-4H-1,2,4-triazol-3-yl)-2-azaspiro[3.3]heptane-2-carbonyl]azetidin-3-yl]phenyl]pyrrolidine-2-carboxamide C1(CC1)C=1NC(=NN1)C1CC2(CN(C2)C(=O)N2CC(C2)C2=CC=C(C=C2)N2C(CCC2)C(=O)N)C1